2-bromo-6,12-dihydro-7H-chromeno[4,3-b]quinolin-7-one BrC=1C=C2C(=CC1)OCC1=C2NC2=CC=CC=C2C1=O